C(C)(C)(C)C=1C(=C(C=C(C1)C)CCC(=O)OOCCCCCCOOC(CCC=1C=C(C=C(C1O)C(C)(C)C)C)=O)O ethylenebis(ethyleneoxy) bis[3-(5-t-butyl-4-hydroxy-m-tolyl) propionate]